(R)-N-(2-(4-Cyanothiazolidin-3-yl)-2-oxoethyl)-6-(5-azaspiro[2.3]hexan-5-yl)quinoline-4-carboxamide C(#N)[C@H]1N(CSC1)C(CNC(=O)C1=CC=NC2=CC=C(C=C12)N1CC2(CC2)C1)=O